C(C1=CC=CC=C1)\N=C\C=1C(=NC(=NC1)SC)NC=1C=C(C=CC1)NC(OC(C)(C)C)=O tert-butyl (E)-(3-((5-((benzylimino)methyl)-2-(methylthio)pyrimidin-4-yl)amino)phenyl)carbamate